2-(2-chlorophenyl)-N-{4-[(1-oxotetrahydrothiophen-3-yl)oxy]-3-sulfamoylphenyl}acetamide calcium nitrite N(=O)[O-].[Ca+2].ClC1=C(C=CC=C1)CC(=O)NC1=CC(=C(C=C1)OC1CS(CC1)=O)S(N)(=O)=O.N(=O)[O-]